N1=CC=CC=2CCC/C(/C12)=N\NC(=S)N1CC2(C1)CN(C2)C2=NC=CC(=C2)C(F)(F)F (E)-N'-(6,7-dihydroquinolin-8(5H)-ylidene)-6-(4-(trifluoromethyl)pyridin-2-yl)-2,6-diazaspiro[3.3]heptane-2-thiohydrazide